6,6-divinyl-2,5,7,10-tetraoxa-6-silaundecane C(=C)[Si](OCCOC)(OCCOC)C=C